C(#CCC)C=1C(=C2C(C=C(NC2=CC1F)C=1C=C(C#N)C=CC1S(=O)(=O)C)=O)F 3-(6-(But-1-yn-1-yl)-5,7-difluoro-4-oxo-1,4-dihydroquinolin-2-yl)-4-(methylsulfonyl)benzonitrile